ClC1=C(C=CC2=C1C(=N[C@H](C=1N2N=C(N1)C(=O)NCC#N)C)C1=C(C=CC=C1F)F)C(F)(F)F (4S)-7-chloro-N-(cyanomethyl)-6-(2,6-difluorophenyl)-4-methyl-8-(trifluoromethyl)-4H-[1,2,4]triazolo[1,5-a][1,4]benzodiazepine-2-carboxamide